N-(2-(4-(4-cyclobutylpiperazine-1-yl)piperidine-1-yl)-5-((6-((R)-3-(3,5-difluorophenyl)isoxazolidine-2-yl)pyrimidine-4-yl)amino)-4-methoxyphenyl)acrylamide C1(CCC1)N1CCN(CC1)C1CCN(CC1)C1=C(C=C(C(=C1)OC)NC1=NC=NC(=C1)N1OCC[C@@H]1C1=CC(=CC(=C1)F)F)NC(C=C)=O